C(C)OC(C(=O)C1CS(C2=CC(=CC=C2C1=O)Cl)(=O)=O)=O 2-(7-chloro-1,1-dioxido-4-oxothiochroman-3-yl)-2-oxoacetic acid ethyl ester